(E)-N-hydroxyoct-3-enamide ONC(C\C=C\CCCC)=O